ClC1=CC(=C(C=C1Cl)O)C=1CCNCC1 4,5-dichloro-2-(1,2,3,6-tetrahydropyridin-4-yl)phenol